6-[2'-(4-fluorophenyl)-4',5'-dihydrospiro[1,3-dioxolan-2,6'-pyrazolo[1,5-a]pyrimidin]-3'-yl]-2-(2-methylphenyl)pyridazin-3(2H)-one FC1=CC=C(C=C1)C1=NN2C(NCC3(C2)OCCO3)=C1C=1C=CC(N(N1)C1=C(C=CC=C1)C)=O